CC1=CC=NN1C1=NN=C(S1)N 5-(5-methyl-1H-pyrazol-1-yl)-1,3,4-thiadiazol-2-amine